C12CN(CC(CC1)O2)C2=C(C=C(C=C2)NC=2C=CC1=C(OCC(N1)=O)C2)C 7-((4-(8-oxa-3-azabicyclo[3.2.1]octan-3-yl)-3-methylphenyl)amino)-2H-benzo[b][1,4]oxazin-3(4H)-one